1-[8-(5-cyclopropylpyridin-2-yl)-3,8-diazabicyclo[3.2.1]octan-3-yl]-3-[({6-fluoroimidazo[1,2-a]pyridin-5-yl}methyl)amino]propan-1-one C1(CC1)C=1C=CC(=NC1)N1C2CN(CC1CC2)C(CCNCC2=C(C=CC=1N2C=CN1)F)=O